C(C)N(C(=O)[C@H]1C[N+]([C@@H]2CC=3C4=C(C2=C1)C=CC=C4NC3)(C)[O-])CC (6aR,9R)-9-(diethylcarbamoyl)-7-methyl-4,6,6a,7,8,9-hexahydroindolo[4,3-fg]quinoline 7-oxide